N1C[C@H](C(=O)OCC)CCC1 |r| racemic-ethyl nipecotate